C(#N)N1C2CCC(C1)[C@H]2NC(=O)C2=CC=C(C=C2)C2=C(C=CC=C2)SC2=CC=C(C=C2)F N-((7R)-2-Cyano-2-azabicyclo[2.2.1]heptan-7-yl)-2'-((4-fluorophenyl)thio)-[1,1'-biphenyl]-4-carboxamid